N[C@H]1CN(CCC1)C(=O)C=1C=C2OCCN3C(=NC(C1)=C32)C=3N(C2=CC=CC=C2C3)CC(=O)O (R)-2-(2-(7-(3-aminopiperidine-1-carbonyl)-3,4-dihydro-5-oxa-1,2a-diazaacenaphthylen-2-yl)-1H-indol-1-yl)acetic acid